FC(C1=NC=C(C=N1)[C@@H](C)NC(C1=CC=CC=C1)=O)(F)F N-{(1R)-1-[2-(trifluoromethyl)-pyrimidin-5-yl]ethyl}benzamide